C(#N)C1=CC(=C(C=C1)/C(/C(=O)OCC)=C/N(C)C)C(F)(F)F ethyl (Z)-2-(4-cyano-2-(trifluoromethyl)phenyl)-3-(dimethylamino)acrylate